N-tert-Butoxycarbonyl-N-[6-[[[(2S)-3-(3,4-difluorophenyl)-2-(2-trimethylsilylethoxycarbonylamino)propanoyl]amino]methyl]-1-isoquinolinyl]carbamic acid tert-butyl ester C(C)(C)(C)OC(N(C1=NC=CC2=CC(=CC=C12)CNC([C@H](CC1=CC(=C(C=C1)F)F)NC(=O)OCC[Si](C)(C)C)=O)C(=O)OC(C)(C)C)=O